(3R)-1-(2-chloro-7-(8-chloro-3-(methoxymethoxy)naphthalen-1-yl)-6,8-difluoroquinazolin-4-yl)-3-methylpiperidin-3-ol ClC1=NC2=C(C(=C(C=C2C(=N1)N1C[C@@](CCC1)(O)C)F)C1=CC(=CC2=CC=CC(=C12)Cl)OCOC)F